6-(3-Hydroxy-4-methoxyfurfurylamino)-9-β-D-arabinofuranosylpurin OC1=C(CNC2=C3N=CN(C3=NC=N2)[C@H]2[C@@H](O)[C@H](O)[C@H](O2)CO)OC=C1OC